NC=1C(=NON1)N1N=NC(=C1)C(=O)N/N=C/C1=CC=NC=C1 (E)-1-(4-amino-1,2,5-oxadiazol-3-yl)-N'-(pyridin-4-ylmethylene)-1H-1,2,3-triazole-4-carbohydrazide